The molecule is an organic heterobicyclic compound consisting of a gamma-lactone ring fused onto a substituted tetrahydrofuran ring. It is isolated from the Australian marine sponge Plakinastrella clathrata. It has a role as a metabolite. It is a gamma-lactone, an organic heterobicyclic compound and a member of phenols. C[C@@]1(C[C@]2([C@@H](O1)CC(=O)O2)C)CCCCCCCCCCCCC3=CC=C(C=C3)O